OC1=CC=C(C=C1)C=CC(=O)C1=CC=C(C=C1)NS(=O)(=O)C1=CC=CC=C1 N-[4-[3-(4-Hydroxyphenyl)prop-2-enoyl]phenyl]benzenesulfonamide